O=S1(CC(CC1)NCC1=CC=C(C=C1)C#CC1=CC=C(C=C1)C(CC1=C(C(NC=N1)=O)O)CN[C@H](CF)C)=O 6-(2-(4-((4-(((1,1-dioxidotetrahydrothiophen-3-yl)amino)methyl)phenyl)ethynyl)phenyl)-3-(((S)-1-fluoropropan-2-yl)amino)propyl)-5-hydroxypyrimidin-4(3H)-one